C(C)(C)(C)C1=C(C(=CC=C1)C(C)(C)C)O (2,6-di-t-butyl)phenol